ClC1=C(C=C(C=C1)C#N)C=1C=C2C(=NNC2=CC1)NC(=O)[C@H]1CN(CCC1)C(=O)OC(C)OC(C(C)C)=O 1-[(2-Methylpropanoyl)oxy]ethyl (3R)-3-{[5-(2-chloro-5-cyanophenyl)-1H-indazol-3-yl]carbamoyl}piperidine-1-carboxylate